CS(=O)(=O)C=1C=2N(N=C(C1)N)C=NN2 8-methylsulfonyl-[1,2,4]triazolo[4,3-b]pyridazin-6-amine